[Mg+2].O=C([C@H](O)[C@@H](O)CO)[O-].O=C([C@H](O)[C@@H](O)CO)[O-] L-threonate magnesium